1,3,4,6-Tetra-O-acetyl-α-D-glucosamine HCl Cl.C(C)(=O)O[C@@H]1[C@H](N)[C@@H](OC(C)=O)[C@H](OC(C)=O)[C@H](O1)COC(C)=O